3,3-dimethyl-1-(1-methylpiperidin-3-yl)piperazine 8-Methoxy-3-methyl-2,4,5,6-tetrahydro-1H-azepino[4,5-b]indolefumarate salt COC=1C=CC=2C3=C(NC2C1)CCN(CC3\C(=C/C(=O)O)\C(=O)O)C.CC3(CN(CCN3)C3CN(CCC3)C)C